(S)-4-ethyl-4,9-dihydroxy-10-(piperazin-1-ylmethyl)-1,12-dihydro-14H-pyrano[3',4':6,7]indolizino[1,2-b]quinoline-3,14(4H)-dione TFA salt OC(=O)C(F)(F)F.C(C)[C@]1(C(OCC=2C(N3CC=4C(=NC=5C=CC(=C(C5C4)CN4CCNCC4)O)C3=CC21)=O)=O)O